2-(2-hydroxyphenyl)chromen-4-one OC1=C(C=CC=C1)C=1OC2=CC=CC=C2C(C1)=O